C(=C)C(=O)[O-].[Al+3].C(=C)C(=O)[O-].C(=C)C(=O)[O-] aluminum vinyl-carboxylate